N,N'-dicyclohexyl-2,6-naphthalenedicarboxamide C1(CCCCC1)NC(=O)C1=CC2=CC=C(C=C2C=C1)C(=O)NC1CCCCC1